((1R)-3-methyl-1-(3-(quinolin-6-yl)-4,5-dihydroisoxazole-5-carboxamido)butyl)boronic acid CC(C[C@H](NC(=O)C1CC(=NO1)C=1C=C2C=CC=NC2=CC1)B(O)O)C